(R)-2-((1-(2-cyano-7-methyl-3-(3,3,4,4-tetrafluoropyrrolidin-1-yl)-quinoxalin-5-yl)ethyl)amino)benzoic acid C(#N)C1=NC2=CC(=CC(=C2N=C1N1CC(C(C1)(F)F)(F)F)[C@@H](C)NC1=C(C(=O)O)C=CC=C1)C